disodium adipate salt C(CCCCC(=O)[O-])(=O)[O-].[Na+].[Na+]